CN(S(=O)(=O)CF)C N,N-dimethylfluoromethane-sulfonamide